(R)-(2-(1-methyl-1H-pyrazol-4-yl)oxazol-5-yl)(4-(4-methylpyrazolo[1,5-a]pyridin-2-yl)-1,4,6,7-tetrahydro-5H-imidazo[4,5-c]pyridin-5-yl)methanone CN1N=CC(=C1)C=1OC(=CN1)C(=O)N1[C@H](C2=C(CC1)NC=N2)C2=NN1C(C(=CC=C1)C)=C2